COC(=O)C(CC1(C2=CC(=CC=C2C=2C=CC(=CC12)Br)Br)CC(C)C(=O)OC)C 9,9-bis(2-methoxycarbonylpropyl)-2,7-dibromofluorene